(E)-3-fluoro-4-((2-(2-fluoro-6-(trifluoromethyl)benzoyl)-2-methylhydrazineylidene)methyl)-N-hydroxybenzamide FC=1C=C(C(=O)NO)C=CC1/C=N/N(C)C(C1=C(C=CC=C1C(F)(F)F)F)=O